C(CCC)[Si](C1=CC=C(C=C1)P(N(P(C1=CC=CC2=C1OC1=C2C=CC=C1)C1=CC=CC2=C1OC1=C2C=CC=C1)C(C)C)C1=CC=C(C=C1)[Si](CCCC)(CCCC)CCCC)(CCCC)CCCC N-(bis(4-(tributylsilyl)phenyl)phosphaneyl)-1,1-bis(dibenzo[b,d]furan-4-yl)-N-isopropylphosphanamine